PENTADECENIC ACID C(C=CCCCCCCCCCCCC)(=O)O